NC1=NC=NN2C1=C(C=C2[C@@H]2CN(CC2)C(C=C)=O)C#CC=2C=CC1=C(N=C(O1)C1CC1)C2 (S)-1-(3-(4-amino-5-((2-cyclopropylbenzo[d]oxazol-5-yl)ethynyl)pyrrolo[2,1-f][1,2,4]triazin-7-yl)pyrrolidin-1-yl)prop-2-en-1-one